BrC1=CC=CC=2OC(OC21)(C)C2=C(C=C(C=C2)Cl)Cl bromo-2-(2,4-dichlorophenyl)-2-methylbenzo[d][1,3]dioxole